ClC1=NC(=C2N(C(=NC2=N1)C)CCCCCCN1C[C@@H](CC1)OCCCCCC(=O)OC)SC(C)C methyl (R)-6-((1-(6-(2-chloro-6-(isopropylthio)-8-methyl-7H-purin-7-yl)hexyl)pyrrolidin-3-yl)oxy)hexanoate